C[C@H]1N(CCOC1)C1=NC2=C(N=CC=C2C(=C1)C(=O)OC)C1=CC=NN1COCC[Si](C)(C)C methyl 2-[(3R)-3-methylmorpholin-4-yl]-8-(1-{[2-(trimethylsilyl) ethoxy] methyl}-1H-pyrazol-5-yl)-1,7-naphthyridine-4-carboxylate